ClC=1C=C(C=CC1C(N(C)C)=O)N1CCC(CC1)N1CC2(CN(C2)C(=O)OC(C)(C)C)C1 tert-butyl 6-(1-(3-chloro-4-(dimethylcarbamoyl) phenyl) piperidin-4-yl)-2,6-diazaspiro[3.3]heptane-2-carboxylate